C12CC(CCC2O1)CC[Si](OC)(OC)OC (2-(7-oxabicyclo[4.1.0]-3-heptyl)ethyl)trimethoxysilane